(1,3-butadiene) ruthenium [Ru].C=CC=C